3-(1-{3-[5-(1-Methyl-piperidin-4-ylmethoxy)-pyrimidin-2-yl]-benzyl}-6-oxo-1,6-dihydro-pyridazin-3-yl)-benzonitril-hydrochlorid Cl.CN1CCC(CC1)COC=1C=NC(=NC1)C=1C=C(CN2N=C(C=CC2=O)C=2C=C(C#N)C=CC2)C=CC1